ethyl 2,4-diphenylthiophene-3-carboxylate C1(=CC=CC=C1)C=1SC=C(C1C(=O)OCC)C1=CC=CC=C1